C[Si](O[C@@H]1[C@H](O[C@H]([C@@H]([C@H]1O[Si](C)(C)C)O[Si](C)(C)C)O[Si](C)(C)C)CO)(C)C [(2R,3R,4S,5R,6S)-3,4,5,6-tetrakis(trimethylsilyloxy)tetrahydropyran-2-yl]methanol